2-(4-chloro-1-isopropyl-1H-pyrazol-5-yl)-4-(1-(4-(1-ethyl-4-(trifluoromethyl)-1H-imidazol-2-yl)-3-fluorophenyl)ethyl)-6,7-dihydropyrazolo[1,5-a]pyrimidin-5(4H)-one ClC=1C=NN(C1C1=NN2C(N(C(CC2)=O)C(C)C2=CC(=C(C=C2)C=2N(C=C(N2)C(F)(F)F)CC)F)=C1)C(C)C